(2S)-N-[(4-carbamimidoylthiophen-2-yl)methyl]-1-{2-[6-(dimethylamino)hexanamido]acetyl}pyrrolidine-2-carboxamide C(N)(=N)C=1C=C(SC1)CNC(=O)[C@H]1N(CCC1)C(CNC(CCCCCN(C)C)=O)=O